(S)-5-((5-(2-((4,4-dimethylpiperidin-3-yl)methoxy)-4-fluoro-6-methoxyphenyl)-1H-pyrazol-3-yl)amino)pyrazine-2-carbonitrile CC1([C@@H](CNCC1)COC1=C(C(=CC(=C1)F)OC)C1=CC(=NN1)NC=1N=CC(=NC1)C#N)C